1-[9-ethyl-6-(2-methylbenzoyl)-9H-carbazole-3-yl]Ethanone 1-(O-acetyloxime) C(C)(=O)ON=C(C)C=1C=CC=2N(C3=CC=C(C=C3C2C1)C(C1=C(C=CC=C1)C)=O)CC